NC1=NC(=NC=2N1N=C(N2)C=2OC=CC2)N2CC(CCC2)CN2CCN(CC2)C2=C(C=C(C=C2)O)F 4-(4-((1-(7-amino-2-(furan-2-yl)-[1,2,4]triazolo[1,5-a][1,3,5]triazine-5-yl)piperidin-3-yl)methyl)piperazin-1-yl)-3-fluorophenol